C1(CC1)N1[C@H]([C@@H](CC1=O)CNC(=O)[C@H]1N(C[C@@H](C1)O)C([C@H](C(C)(C)C)N1N=NC(=C1)C1CC1)=O)C1=CC=NC=C1 (2S,4r)-N-[[(2r,3S)-1-cyclopropyl-5-oxo-2-(4-pyridinyl)pyrrolidin-3-yl]methyl]-1-[(2S)-2-(4-cyclopropyltriazol-1-yl)-3,3-dimethyl-butyryl]-4-hydroxy-pyrrolidine-2-carboxamide